1-(tert-butyl) 2-methyl 5-oxopyrrolidin-1,2-dicarboxylate O=C1CCC(N1C(=O)OC(C)(C)C)C(=O)OC